7-[4-[(dimethylamino)methyl]-2,6-dimethoxy-phenyl]sulfanyl-2-(ethoxymethyl)-6-methyl-1H-imidazo[4,5-c]pyridin-4-amine CN(C)CC1=CC(=C(C(=C1)OC)SC=1C2=C(C(=NC1C)N)N=C(N2)COCC)OC